5-(8-((1S,2S)-2-(3-fluoro-5-(trifluoromethyl)pyridin-2-yl)cyclopropyl)imidazo[1,2-b]pyridazin-6-yl)pyrimidine-2,4(1H,3H)-dione FC=1C(=NC=C(C1)C(F)(F)F)[C@@H]1[C@H](C1)C=1C=2N(N=C(C1)C=1C(NC(NC1)=O)=O)C=CN2